Cl.ClC1=CC2=C(N=N1)N(C=C2)CC2CCN(CC2)C 4-({3-Chloro-7H-pyrrolo[2,3-c]pyridazin-7-yl}methyl)-1-methylpiperidine hydrochloride